C(C1=CC=CC=C1)N1N=C(N=C1)C(=O)N[C@H]1C(N(C=2N(CC1)C=C(N2)C)C)=O |r| 1-benzyl-N-[rac-(7R)-2,9-dimethyl-8-oxo-6,7-dihydro-5H-imidazo[1,2-a][1,3]diazepin-7-yl]-1,2,4-triazole-3-carboxamide